CC(=C)CCCC=C 2-Methyl-1,6-Heptadien